N1-(3-(dimethylamino)propyl)-N3,N3-dimethyl-N1-(3-(trimethoxysilyl)propyl)propane-1,3-diamine CN(CCCN(CCCN(C)C)CCC[Si](OC)(OC)OC)C